FC=1C=C2C(N(C(NC2=CC1)=S)CCCC(=O)N1CCN(CC1)C1=C(C=CC=C1)O)=O 6-fluoro-3-(4-(4-(2-hydroxyphenyl)piperazin-1-yl)-4-oxobutyl)-2-thioxo-2,3-dihydroquinazolin-4(1H)-one